1-(4-((2-ethyl-4-phenylthiazol-5-yl)oxy)pyridin-2-yl)-N4-(2-(4-ethylpropylpiperazin-1-yl)ethyl)benzene-1,4-diamine C(C)C=1SC(=C(N1)C1=CC=CC=C1)OC1=CC(=NC=C1)C1(CC=C(C=C1)NCCN1C(CN(CC1)CC)CCC)N